5-(4-Aminophenyl)-7-(2,2-difluoroethyl)-7H-pyrrolo[2,3-d]pyrimidin-4-ylamine NC1=CC=C(C=C1)C1=CN(C=2N=CN=C(C21)N)CC(F)F